8-{[(3S)-5,5-difluoropiperidin-3-yl]amino}-2-(4-methoxyphenyl)-1,5-naphthyridine-4-carboxamide FC1(C[C@@H](CNC1)NC=1C=CN=C2C(=CC(=NC12)C1=CC=C(C=C1)OC)C(=O)N)F